C(C1CO1)OCCC[Si](O[Si](O[Si](O[Si](C)(C)CCCOCC1CO1)(C)C)(C)C)(C)C 1,7-bis(3-glycidoxypropyl)-1,1,3,3,5,5,7,7-octamethyltetrasiloxane